COC(C(=O)O)(C1=CC=CC2=CC=CC=C12)C α-methoxy-α-methyl-1-naphthaleneacetic acid